FC(CS(=O)(=O)[O-])(F)F 1,1,1-trifluoroethylsulfonate